BrC=1C=CC(=C(C1)NC(=O)C1CC1)O N-(5-bromo-2-hydroxyphenyl)cyclopropylcarboxamide